F\C(\C(=O)OCC)=C/C1=CC=NS1 ethyl (Z)-2-fluoro-3-(isothiazol-5-yl)acrylate